NC1=C2C(=NC=N1)N(N=C2C2=CC=C(C=C2)OC2=CC=CC=C2)[C@H]2CN(CCC2)C2CCN(CC2)CCN2CCC(CC2)C=2C=C1CN(C(C1=CC2)=O)C2C(NC(CC2)=O)=O 3-(5-(1-(2-((R)-3-(4-amino-3-(4-phenoxyphenyl)-1H-pyrazolo[3,4-d]pyrimidin-1-yl)-[1,4'-bipiperidin]-1'-yl)ethyl)piperidin-4-yl)-1-oxoisoindolin-2-yl)piperidine-2,6-dione